8-(5-((4-(6-Bromoimidazo[1,2-a]pyridin-3-yl)pyrimidin-2-yl)amino)pyridin-2-yl)-2,8-diazaspiro[4.5]decan-1-one BrC=1C=CC=2N(C1)C(=CN2)C2=NC(=NC=C2)NC=2C=CC(=NC2)N2CCC1(CCNC1=O)CC2